Fumaraldehyde C(\C=C\C=O)=O